trans-4-{[(2-amino-3,5-dibromobenzyl)(2H2)-methyl]amino}cyclohexanol NC1=C(CC([2H])([2H])N[C@@H]2CC[C@H](CC2)O)C=C(C=C1Br)Br